4-methyl-4-{5-[(1R,2S)-2-methylcyclopropyl]-1,2,4-oxadiazol-3-yl}piperidine monohydrochloride Cl.CC1(CCNCC1)C1=NOC(=N1)[C@H]1[C@H](C1)C